CS(=O)(=O)OCC1CCC2(CN(C2)C=2C=CC=C3C(=NN(C23)C)C=2C(=NC(=CC2)OCC2=CC=CC=C2)OCC2=CC=CC=C2)CC1 (2-(3-(2,6-bis(benzyloxy)pyridin-3-yl)-1-methyl-1H-indazol-7-yl)-2-azaspiro[3.5]nonan-7-yl)methyl methanesulfonate